N1(N=CC=C1)C1=CC=C(C=C1)C(NC(CC=1C(=NN(C1C)C)C)=O)C1=CC(=C2C=CC=NC2=C1O)[N+](=O)[O-] N-{[4-(1H-pyrazol-1-yl)phenyl](8-hydroxy-5-nitroquinolin-7-yl)methyl}-2-(1,3,5-trimethyl-1H-pyrazol-4-yl)acetamide